N-(n-butyl)methacrylamide C(CCC)NC(C(=C)C)=O